Cl.Cl.[N+](=O)([O-])NC1=CC=CC=C1 nitroaniline-dihydrochloride